4-(5-chlorofuran-2-yl)-1,3-bis(2,4-difluorophenyl)-5-methyl-4,5-dihydro-1H-pyrazole-5-carboxylate ClC1=CC=C(O1)C1C(=NN(C1(C(=O)[O-])C)C1=C(C=C(C=C1)F)F)C1=C(C=C(C=C1)F)F